1-(2-(4-(2-(Di((Z)-octadec-9-en-1-yl)amino)ethyl)piperazin-1-yl)ethyl)-N1,N2,N2-tridodecylethane-1,2-diamine C(CCCCCCC\C=C/CCCCCCCC)N(CCN1CCN(CC1)CCC(CN(CCCCCCCCCCCC)CCCCCCCCCCCC)NCCCCCCCCCCCC)CCCCCCCC\C=C/CCCCCCCC